3-(((R)-7-((2S,4R)-2-(2,5-Difluorophenyl)-4-(methylamino)piperidine-1-carbonyl)-7-azaspiro[4.5]decan-10-yl)methyl)-6-(2-fluorophenyl)pyrimidin-4(3H)-one FC1=C(C=C(C=C1)F)[C@H]1N(CC[C@H](C1)NC)C(=O)N1CC2(CCCC2)[C@@H](CC1)CN1C=NC(=CC1=O)C1=C(C=CC=C1)F